C[Si](C1=CC(=CC=C1)C(=C)C)(OC(C)C)C dimethylisopropoxy(3-isopropenylphenyl)silane